(2S,5R)-2,5-Dimethylpyrrolidine HCl Cl.C[C@@H]1N[C@@H](CC1)C